C(C1=CC=CC=C1)OC=1C=C(C=CC1OC)C(CN1C(=CC(C=C1C)=O)C)O 1-(2-(3-benzyloxy-4-methoxyphenyl)-2-hydroxyethyl)-2,6-dimethylpyridin-4(1H)-one